C(C1=CC=CC=C1)OC[C@H](C(=O)N1CCC2(CC1)CN(C1=CC=CC=C12)S(=O)(=O)C)NC(C(C)(C)NC(CCCCCCC\C=C/CCCCCCCC)=O)=O (R)-N-(1-((3-(Benzyloxy)-1-(1-(methylsulfonyl)spiro[indolin-3,4'-piperidin]-1'-yl)-1-Oxopropan-2-yl)amino)-2-methyl-1-oxopropan-2-yl)oleamide